(3R)-1-(3-pyrimidin-5-yl-1H-pyrrolo[2,3-b]pyridin-4-yl)piperidin-3-amine N1=CN=CC(=C1)C1=CNC2=NC=CC(=C21)N2C[C@@H](CCC2)N